(R)-4-(7-((5-methoxy-7-methyl-1H-indol-4-yl)methyl)-2-oxa-7-azaspiro[3.5]nonan-6-yl)benzoic acid COC=1C(=C2C=CNC2=C(C1)C)CN1[C@H](CC2(COC2)CC1)C1=CC=C(C(=O)O)C=C1